[Si](C)(C)(C(C)(C)C)OC1(CC1)C=1N=C(SC1)C(=O)C1=CNC2=CC(=CC=C12)F (4-(1-(tert-Butyldimethylsilyloxy)cyclopropyl)thiazol-2-yl)(6-fluoro-1H-indol-3-yl)methanone